5-(hydroxymethyl)-2-methoxyphenol OCC=1C=CC(=C(C1)O)OC